C(CC#CCCC)OC(CCC(=O)OCCCCCCBr)OCCC#CCCC 6-bromohexyl 4,4-bis(hept-3-yn-1-yloxy)butanoate